tert-butyl 4-(3-cyano-2-(4-((4-methoxypyridin-2-yl)carbamoyl)phenyl)-9,10-dihydro-4H-benzo[d]pyrazolo[1,5-a][1,3]diazepin-7-yl)piperazine-1-carboxylate C(#N)C=1C(=NN2C1NC1=C(CC2)C=C(C=C1)N1CCN(CC1)C(=O)OC(C)(C)C)C1=CC=C(C=C1)C(NC1=NC=CC(=C1)OC)=O